5-((9-((3-(tert-butoxy)-3-oxopropoxy)methyl)-2,2,16,16-tetramethyl-4,14-dioxo-3,7,11,15-tetraoxaheptadecan-9-yl)amino)-5-oxopentanoic acid C(C)(C)(C)OC(CCOCC(COCCC(OC(C)(C)C)=O)(COCCC(OC(C)(C)C)=O)NC(CCCC(=O)O)=O)=O